1,2-diethyl-3-(trifluoromethyl)naphthalene C(C)C1=C(C(=CC2=CC=CC=C12)C(F)(F)F)CC